5-((2R,5R)-2-(4-chlorobenzyl)-5-morpholino-[1,4'-bipiperidin]-1'-yl)-4H-1,2,4-triazol-3-amine 2,2,2-trifluoroacetate FC(C(=O)O)(F)F.ClC1=CC=C(C[C@@H]2N(C[C@@H](CC2)N2CCOCC2)C2CCN(CC2)C=2NC(=NN2)N)C=C1